(E)-(1-methoxy-4-methyl-1-pentenyl)-sulphonylbenzene CO/C(=C\CC(C)C)/S(=O)(=O)C1=CC=CC=C1